α-methyl-D-serine C[C@@](N)(CO)C(=O)O